1-[6-[4-(2-morpholinoethoxy)-2-nitro-anilino]-2-[3-(trifluoromethyl)pyrazol-1-yl]-3-pyridinyl]ethanone O1CCN(CC1)CCOC1=CC(=C(NC2=CC=C(C(=N2)N2N=C(C=C2)C(F)(F)F)C(C)=O)C=C1)[N+](=O)[O-]